CC1(C(C(=CC2(CCN(C2)C(=O)C=2C=NC=CC2)C1)C#N)=O)C 9,9-dimethyl-8-oxo-2-(pyridine-3-carbonyl)-2-azaspiro[4.5]dec-6-ene-7-carbonitrile